CC=1C=NC(=NC1)C1CN(C1)[C@@H]1[C@@H](CCCC1)OC=1C=C2CN(C(C2=CC1)=O)N1C(CCCC1=O)=O (5-(((cis)-2-(3-(5-meth-ylpyrimidin-2-yl)azetidin-1-yl)cyclohexyl)oxy)-1-oxoisoindolin-2-yl)piperidine-2,6-dione